ClCC=1C=CC(=NC1)CC(C)C 5-(chloromethyl)-2-isobutylpyridine